(1H-pyrrolo[2,3-c]pyridin-5-yl)methanamine N1C=CC=2C1=CN=C(C2)CN